CC1N=CC=2N(C1)C=NN2 6-methyl-5,6-dihydro-[1,2,4]triazolo[4,3-a]pyrazin